trans-5-[[4-[(3S)-3-(3-cyano-5-fluoro-phenyl)isoxazolidine-2-carbonyl]cyclohexyl]methyl]-2-methyl-pyridine-3-carbonitrile C(#N)C=1C=C(C=C(C1)F)[C@H]1N(OCC1)C(=O)[C@@H]1CC[C@H](CC1)CC=1C=C(C(=NC1)C)C#N